C(C)(C)NCC(COC1=CC=C(C2=CC=CC=C12)C(=O)O)O 1-isopropylamino-3-(4-carboxy-1-naphthoxy)-2-propanol